C1(CC1)NC(C(CC)SC=1N=NC(=C(N1)C1=CC=CC=C1)C1=CC=CC=C1)=O N-cyclopropyl-2-[(5,6-diphenyl-1,2,4-triazin-3-yl)sulfanyl]butanamide